tert-butyl 2-(4-(bicyclo[1.1.1]pentan-1-yl)phenyl)-2,3,4,5a,6,7,8,9-octahydro-5H-1,2,5,7-tetraazabenzo[cd]azulene-5-carboxylate C12(CC(C1)C2)C2=CC=C(C=C2)N2N=C1CCNCC3C1=C2CCN3C(=O)OC(C)(C)C